(1-(2,4-dichlorobenzyl)-1H-indol-2-yl)(4-(pyrimidin-2-yl)piperazin-1-yl)methanone ClC1=C(CN2C(=CC3=CC=CC=C23)C(=O)N2CCN(CC2)C2=NC=CC=N2)C=CC(=C1)Cl